C(C)(C)N(P(OCCC#N)OC1CCC(CC1)N(C)C1=NC=C(C=N1)C=C(F)F)C(C)C 2-cyanoethyl (4-((5-(2,2-difluorovinyl)pyrimidin-2-yl)(methyl)amino)cyclohexyl) diisopropylphosphoramidite